ClC1=C2C(=C(N=N1)N[C@H]1CN(CCC1)C)C=NC=C2 (R)-1-chloro-N-(1-methylpiperidin-3-yl)pyridino[3,4-d]pyridazin-4-amine